CC(CO)CCCCCCCCCC(CO)C 2,12-dimethyl-1,13-tridecanediol